C(C)(C)(C)OC(=O)N[C@@H](CC(=O)OCC)C=1C=C(C=C(C1F)C)C1=C(C=C(C=C1C)C#N)C Ethyl (S)-3-((tert-butoxycarbonyl)amino)-3-(4'-cyano-4-fluoro-2',5,6'-trimethyl-[1,1'-biphenyl]-3-yl)propanoate